COCOC1=C(C=CC(=C1)C=1C=CC=2C(N1)=CN(N2)C)C2=CC=C(N=N2)C2CN(C2)C(=O)OC(C)(C)C tert-butyl 3-(6-(2-(methoxymethoxy)-4-(2-methyl-2H-pyrazolo[4,3-b]pyridin-5-yl)phenyl)pyridazin-3-yl)azetidine-1-carboxylate